OCCCOC=1C=NN(C(C1)=O)C1C(NC(CC1)=O)=O 3-(4-(3-hydroxypropoxy)-6-oxopyridazin-1(6H)-yl)piperidine-2,6-dione